dimethylmercaptocarboxylate (dimethylthiocarbamate) CN(C(O)=S)C.CS(C)C(=O)O